(((2-((2,2'-dichloro-3'-(5-formyl-6-methoxypyridin-2-yl)-[1,1'-biphenyl]-3-yl) amino)-3-fluoropyridin-4-yl) methyl) amino)-2-methylpropionate ClC1=C(C=CC=C1NC1=NC=CC(=C1F)CNC(C(=O)[O-])(C)C)C1=C(C(=CC=C1)C1=NC(=C(C=C1)C=O)OC)Cl